(S)-2,5-bis((2R,3S)-5-((dimethylcarbamoyl)oxy)-2-((E)-4,8-dimethylnonane-3,7-dien-1-yl)-3-hydroxy-2-methyl-7-oxo-3,4,7,9-tetrahydropyrano[2,3-E]isoindole-8(2H)-yl)pentanoic acid CN(C(=O)OC1=C2C(=C3CN(C(C3=C1)=O)[C@H](C(=O)O)CCCN1C(C3=CC(=C4C(=C3C1)O[C@@]([C@H](C4)O)(CC\C=C(\CCC=C(C)C)/C)C)OC(N(C)C)=O)=O)O[C@]([C@H](C2)O)(C)CC\C=C(\CCC=C(C)C)/C)C